7-(2-ethoxy-7H-pyrrolo[2,3-d]pyrimidin-5-yl)-2-((1-methylpiperidin-4-yl)oxy)quinoxaline C(C)OC=1N=CC2=C(N1)NC=C2C2=CC=C1N=CC(=NC1=C2)OC2CCN(CC2)C